2,3,5,6-tetrafluoro-4-nitro-benzenesulfonyl chloride FC1=C(C(=C(C(=C1F)[N+](=O)[O-])F)F)S(=O)(=O)Cl